2-(2-chlorophenyl)-N-(4-((2,4-difluorophenoxy)methyl)-3-sulfamylphenyl)acetamide ClC1=C(C=CC=C1)CC(=O)NC1=CC(=C(C=C1)COC1=C(C=C(C=C1)F)F)S(N)(=O)=O